C(C1=CC=CC=C1)C1(C[C@@H]2[C@@H](CN(C2)CC(=O)C2=NC=C(N=C2)OCC2=CC=CC=C2)C1)O 2-((3aR,5r,6aS)-5-benzyl-5-hydroxyhexahydrocyclopenta[c]pyrrol-2(1H)-yl)-1-(5-(benzyloxy)pyrazin-2-yl)ethanone